[C@@H]12NC[C@@H]([C@@H](C1)OCC=1C(=NOC1C1CC1)C1=C(C=CC=C1Cl)Cl)CC2 ((((1S,4S,5R)-2-azabicyclo[2.2.2]oct-5-yl)oxy)methyl)-5-cyclopropyl-3-(2,6-dichlorophenyl)isoxazole